ClC1=CC=C(COC2=NN=C(S2)NC(C2=C(N=CC=C2)N2[C@H](COCC2)C)=O)C=C1 (S)-N-(5-((4-chlorobenzyl)oxy)-1,3,4-thiadiazol-2-yl)-2-(3-methyl-morpholino)nicotinamide